ClC1=C(C(=O)OOC(C2=C(C=C(C=C2)Cl)Cl)=O)C=CC(=C1)Cl bis(2,4-dichlorobenzoyl)peroxide